C1(NNC(C2=CC=CC=C12)=O)=O 2,3-dihydrophthalazinedione